tert-butyl ((S)-2-(((R)-tert-butylsulfinyl)amino)-3,3,3-trifluoropropyl)(2-(2-chloropyridin-4-yl)propan-2-yl)carbamate C(C)(C)(C)[S@@](=O)N[C@@H](CN(C(OC(C)(C)C)=O)C(C)(C)C1=CC(=NC=C1)Cl)C(F)(F)F